C(#CCCC)C(CO)CO 2-(pent-1-yn-1-yl)propane-1,3-diol